F[C](F)F trifluorocarbon